C(C=C)(=O)N1C[C@@H](N(C[C@H]1C)C=1C2=C(N(CN1)C=1C(=NC=NC1C(C)C)N(CC1=CC=C(C=C1)OC)CC1=CC=C(C=C1)OC)N=C(C(=C2)Cl)Cl)C 4-((2S,5R)-4-acryloyl-2,5-dimethylpiperazin-1-yl)-1-(4-(bis(4-methoxybenzyl)amino)-6-isopropylpyrimidin-5-yl)-6,7-dichloropyrido[2,3-d]pyrimidin